C(#N)C1(CC1)C=1C=CC(=C(C(=O)O)C1)CNC=1N=C2N(C=C(C=C2)C(F)(F)F)C1S(=O)(=O)CC 5-(1-cyanocyclopropyl)-2-[[[3-ethylsulfonyl-6-(trifluoromethyl)imidazo[1,2-a]pyridin-2-yl]amino]methyl]benzoic acid